2,4,5-trifluoro-aniline FC1=C(N)C=C(C(=C1)F)F